ClC=1C=CC(=C(C1)C1=CC(=C(N=N1)N(C)C)NC1=CC(=NC=C1)NC(CN1CCN(CCC1)C)=O)F N-(4-{[6-(5-chloro-2-fluorophenyl)-3-(dimethylamino)pyridazin-4-yl]amino}pyridin-2-yl)-2-(4-methyl-1,4-diazepan-1-yl)acetamide